ClC1=CC=C(C=C1)C=1C(=NN(C1O)C1=CC=C(C=N1)S(=O)(C)=N)C (6-(4-(4-chlorophenyl)-5-hydroxy-3-methyl-1H-pyrazol-1-yl)pyridin-3-yl)(imino)-(methyl)-λ6-sulfanone